3-(3-amino-5-fluorophenyl)-N-methyl-1,6-naphthyridin-7-amine NC=1C=C(C=C(C1)F)C=1C=NC2=CC(=NC=C2C1)NC